3-[(2-chloro-5-fluorophenyl)methoxy]-2-nitropyridine ClC1=C(C=C(C=C1)F)COC=1C(=NC=CC1)[N+](=O)[O-]